methyl 4-(4-amino-7-chloro-2-(2-methyl-4-nitrophenyl) pyrazolo[1,5-a]pyrazin-3-yl)-2-methoxybenzoate NC=1C=2N(C(=CN1)Cl)N=C(C2C2=CC(=C(C(=O)OC)C=C2)OC)C2=C(C=C(C=C2)[N+](=O)[O-])C